FC1=C2C=C(NC2=CC=C1)C(=O)N[C@@H](CC1=CC=CC=C1)C(=O)NN(C(=O)OC(C)(C)C)C[C@H]1C(NCC1)=O tert-butyl 2-((4-fluoro-1H-indole-2-carbonyl)-L-phenylalanyl)-1-(((S)-2-oxopyrrolidin-3-yl)methyl)hydrazine-1-Carboxylate